methoxyethyltriazole COCCC=1N=NNC1